ClC1=CC=C2N=CC(=NC2=C1)C=1C=NN(C1)[C@@H]1C[C@H](C1)CCCNC=1C=C2C(N(C(C2=CC1)=O)C1C(NC(CC1)=O)=O)=O 5-((3-(trans-3-(4-(7-chloroquinoxalin-2-yl)-1H-pyrazol-1-yl)cyclobutyl)propyl)amino)-2-(2,6-dioxopiperidin-3-yl)isoindoline-1,3-dione